OC1=C2[C@H]3[C@H](C(OC2=CC(=C1)C(C)(CCCCC)C)(C)C)CC[C@@H](C3)C(=O)NC3(CCC3)C(F)(F)F (6aR,9S,10aR)-1-hydroxy-6,6-dimethyl-3-(2-methylheptan-2-yl)-N-(1-(trifluoromethyl)cyclobutyl)-6a,7,8,9,10,10a-hexahydro-6H-benzo[c]chromene-9-carboxamide